C(C)(OC1=CC=CC=C1)=N phenyl acetimidate